(2-(2-(2-hydroxyethoxy)ethoxy)ethyl)propanamide OCCOCCOCCC(C(=O)N)C